ClC1=C(C=CC(=C1F)[N+](=O)[O-])F 2-Chloro-1,3-difluoro-4-nitrobenzene